N-(piperidin-4-yl)isoquinolin-8-amine hydrochloride Cl.N1CCC(CC1)NC=1C=CC=C2C=CN=CC12